NC1=C(C(=NN1C1(CC1)C)C1=CC=C(C=N1)C(C(=O)NC1=NOC(=C1)C(C(F)(F)F)(C)C)C)C#N 2-[6-[5-Amino-4-cyano-1-(1-methylcyclopropyl)pyrazol-3-yl]pyridin-3-yl]-N-[5-(1,1,1-trifluoro-2-methylpropan-2-yl)-1,2-oxazol-3-yl]propanamide